diethyl 9-isocyano-9-(p-tolylsulfonyl)heptadecanedioate [N+](#[C-])C(CCCCCCCC(=O)OCC)(CCCCCCCC(=O)OCC)S(=O)(=O)C1=CC=C(C=C1)C